C(C)OC(=O)C1=NC2=CC=C(C=C2C(=N1)N1[C@H](COCC1)C1=CC=CC=C1)Br (S)-6-bromo-4-(3-phenylmorpholino)quinazoline-2-carboxylic acid ethyl ester